NC1=NC(=NC=2N1N=C(N2)C=2OC=CC2)NCCC2=CC=C(C=C2)NC(CC=2C=NC=CC2)=O N-(4-(2-((7-amino-2-(furan-2-yl)-[1,2,4]triazolo[1,5-a][1,3,5]triazin-5-yl)amino)ethyl)-phenyl)-2-(pyridin-3-yl)acetamide